C(=O)(OC(C)(C)C)C(C1=CC=C(C(=O)O)C=C1)N 4-(Boc-aminomethyl)benzoic acid